5-[(2R)-2-({[2-(3,3-Difluorocyclobutyl)ethyl]amino}methyl)-4-fluoro-6-hydroxy-2,3-dihydro-1-benzofuran-5-yl]-1λ6,2,5-thiadiazolidine-1,3-dione FC1(CC(C1)CCNC[C@@H]1OC2=C(C1)C(=C(C(=C2)O)N2CC(N[SH2]2=O)=O)F)F